(4-((2-aminomethyl-3-fluoroallyl)oxy)-3-fluorophenyl)-(4-phenylpiperidin-1-yl)methanone trifluoroacetate FC(C(=O)O)(F)F.NCC(COC1=C(C=C(C=C1)C(=O)N1CCC(CC1)C1=CC=CC=C1)F)=CF